C1(CCCCC1)C(C(=O)NC1=CC(=NC=C1)C)C cyclohexyl-N-(2-methylpyridin-4-yl)propanamide